OB1OCC2=C1C(=C(C=C2)C(=O)N[C@@H](C(C)C)C(=O)OCC2=CC(=CC=C2)Cl)C 3-chlorobenzyl (1-hydroxy-7-methyl-1,3-dihydrobenzo[c][1,2]oxaborole-6-carbonyl)-L-valinate